FC(C=1C=C(C=CC1)CC(OCC)=N)(F)F Ethyl 2-(3-(trifluoromethyl)phenyl)acetimidate